Cl.ClC=1C=C(C(=C(C1)C1=NC=NN2C1=CC(=C2)C(=O)N)O[C@@H]2CNCCC2)C (S)-4-(5-chloro-3-methyl-2-(piperidin-3-yloxy)phenyl)pyrrolo[2,1-f][1,2,4]triazine-6-carboxamide hydrochloride